N-(5-anilino-2-pyridinyl)-2-methyl-propanamide N(C1=CC=CC=C1)C=1C=CC(=NC1)NC(C(C)C)=O